methyl 3-(N-(4-(tetrazol-1-yl)-[1,1'-biphenyl]-2-yl)sulfamoyl)-4-ethylbenzoate N1(N=NN=C1)C1=CC(=C(C=C1)C1=CC=CC=C1)NS(=O)(=O)C=1C=C(C(=O)OC)C=CC1CC